CN1C(C(CC1)(C(=O)O)CC#C)=O 1-methyl-2-oxo-3-(prop-2-yn-1-yl)pyrrolidine-3-carboxylic acid